NC1C2=CC=CC=C2CC12CCN(CC2)C2=NC=CC(N2C)=O 2-(1-amino-1,3-dihydrospiro[indene-2,4'-piperidin]-1'-yl)-3-methylpyrimidin-4(3H)-one